1-oxa-6-azacyclopentadecan-15-one O1CCCCNCCCCCCCCC1=O